(3-(9-phenyl-9H-carbazole-3-yl)phenyl)boric acid C1(=CC=CC=C1)N1C2=CC=CC=C2C=2C=C(C=CC12)C=1C=C(C=CC1)OB(O)O